C1(CCCCC1)CCCC1C(C1)C(=O)[O-].[Na+] sodium 2-(3-cyclohexylpropyl)cyclopropanecarboxylate